ClC1=C(C=C(C=C1)F)C1=NC2(C3=CC(=CC(=C13)NC(C1=CC(=CC(=C1)C(F)(F)F)F)=O)C=1C=NN(C1)C1CC1)CC2 N-(3'-(2-chloro-5-fluorophenyl)-6'-(1-cyclopropyl-1H-pyrazol-4-yl)spiro[cyclopropan-1,1'-isoindol]-4'-yl)-3-fluoro-5-(trifluoromethyl)benzamide